4-(4-ethylpiperazin-1-yl-[1,4'-bipiperidin]-1'-yl)-6-(methylsulfinyl)quinoline C(C)N1CCN(CC1)C1N(CCCC1)C1CCN(CC1)C1=CC=NC2=CC=C(C=C12)S(=O)C